3-(3-(ethyl-(3-phenylpropyl)amino)propyl)phenol C(C)N(CCCC=1C=C(C=CC1)O)CCCC1=CC=CC=C1